BrCCCCCCCCCCN(C(CCCCCCC)=O)CCCCCCCCCCCC N-(10-bromodecyl)-N-dodecyloctanamide